(1R,2R)-2-(4-((1H-Imidazol-1-yl)methyl)-3-chlorophenyl)cyclopropane-1-carboxylic acid N1(C=NC=C1)CC1=C(C=C(C=C1)[C@H]1[C@@H](C1)C(=O)O)Cl